N-acetyl-S-(bis(4-methoxyphenyl)(phenyl)methyl)-L-cysteine C(C)(=O)N[C@@H](CSC(C1=CC=CC=C1)(C1=CC=C(C=C1)OC)C1=CC=C(C=C1)OC)C(=O)O